8-chloro-5-[[2-(3-iodopropyl)-2-azaspiro[3.3]heptan-6-yl]oxy]-2-methyl-isoquinolin-1-one ClC=1C=CC(=C2C=CN(C(C12)=O)C)OC1CC2(CN(C2)CCCI)C1